C1(C=CCCC1)C1=C(C=C(C=C1O)C(CC)(CCCCCC)CC)O 2-Cyclohex-2-en-1-yl-5-(3-ethylnonan-3-yl)benzene-1,3-diol